3-[(3,4-dimethylpyrimido[4',5':4,5]thieno[2,3-c]pyridazin-8-yl)amino]-1-(4-fluorophenyl)cyclobutanol nonyl-8-{[8-(heptadecan-9-yloxy)-8-oxooctyl](methyl)amino}-7-hydroxyoctanoate C(CCCCCCCC)C(C(=O)OC1(CC(C1)NC1=NC=NC2=C1SC=1N=NC(=C(C12)C)C)C1=CC=C(C=C1)F)CCCCC(CN(C)CCCCCCCC(=O)OC(CCCCCCCC)CCCCCCCC)O